6-((endo-8-Azabicyclo[3.2.1]octan-3-yl)oxy)-N-(4-([1,2,4]triazolo[1,5-a]pyridin-7-yloxy)-2-fluoro-3-methylphenyl)quinazolin-4-amine C12CC(CC(CC1)N2)OC=2C=C1C(=NC=NC1=CC2)NC2=C(C(=C(C=C2)OC2=CC=1N(C=C2)N=CN1)C)F